O=C1C(=NC=CN1C1=CC=C(C=C1)C)C(=O)N 3-oxo-4-(4-methylphenyl)-3,4-dihydropyrazine-2-carboxamide